NC1CCC(CC1)NC1=NC(=NC=C1C=1C=NN(C1)CCO)NC1=CC=C2CCNCC2=C1 2-(4-(4-((1s,4s)-4-aminocyclohexylamino)-2-(1,2,3,4-tetrahydroisoquinolin-7-ylamino)pyrimidin-5-yl)-1H-pyrazol-1-yl)ethanol